OC1(C2=NN=C(C3=C(C=C(C(N4CCC[C@H]4CCCCC1)=N3)C(F)(F)F)NC(OC(C)(C)C)=O)O2)CO tert-Butyl N-[(12R)-6-hydroxy-6-(hydroxymethyl)-18-(trifluoromethyl)-22-oxa-3,4,16,21-tetraazatetracyclo[15.3.1.12,5.012,16]docosa-1(20),2,4,17(21),18-pentaen-20-yl]carbamate